1-(4-(Hydroxymethyl)-1-oxoisoindolin-2-yl)dihydropyrimidine-2,4(1H,3H)-dione OCC1=C2CN(C(C2=CC=C1)=O)N1C(NC(CC1)=O)=O